4-((2S,6s)-4-(3-Amino-6-(2-hydroxyphenyl)pyridazin-4-yl)-6-methylmorpholin-2-yl)-3-methylbenzoic acid NC=1N=NC(=CC1N1C[C@@H](O[C@H](C1)C)C1=C(C=C(C(=O)O)C=C1)C)C1=C(C=CC=C1)O